2-morpholinoethanamine O1CCN(CC1)CCN